1-(2-(2,3-Dichloro-7-(4-chlorophenylamino)-9H-carbazol-9-yl)ethyl)guanidine ClC1=CC=2N(C3=CC(=CC=C3C2C=C1Cl)NC1=CC=C(C=C1)Cl)CCNC(=N)N